OC=1C=[N+](C=CC1)C 3-hydroxy-1-methyl-pyridinium